(2S,4S)-2-(cyanomethyl)-4-(7-(2,3-dimethylphenyl)-6-fluoro-8-methyl-4-(methylsulfinyl)-1H-[1,2,3]triazolo[4,5-c]quinolin-1-yl)piperidine-1-carboxylic acid tert-butyl ester C(C)(C)(C)OC(=O)N1[C@@H](C[C@H](CC1)N1N=NC=2C(=NC=3C(=C(C(=CC3C21)C)C2=C(C(=CC=C2)C)C)F)S(=O)C)CC#N